(S)-Phenyl 4-nitro-3-phenylbutanoate [N+](=O)([O-])C[C@@H](CC(=O)OC1=CC=CC=C1)C1=CC=CC=C1